C(C1=CC=CC=C1)NC1=NC(=NC=C1CC1=C(C=C(C(=C1)OC)OC)C(C)C)NC(C)C N*4*-Benzyl-N*2*-isopropyl-5-(2-isopropyl-4,5-dimethoxy-benzyl)-pyrimidine-2,4-diamine